Cl.N[C@@H]1[C@@H](CCCC1)O (1R,2S)-2-Aminocyclohexanol hydrochloride